COC1=CC=CC=C1OC 2,3-dimethoxybenzol